IC1=C(C=CC(=C1)[N+](=O)[O-])S(=O)(=O)CC1=NN(C=C1)C 3-(((2-iodo-4-nitrophenyl)sulfonyl)methyl)-1-methyl-1H-pyrazole